ON(C(C(C)(C)C)=O)CC1=CC=C(C=C1)NC1=CC=C(C=C1)C1=CC=C(C=C1)C(F)(F)F N-hydroxy-N-(4-((4'-(trifluoromethyl)-[1,1'-biphenyl]-4-yl)amino)benzyl)pivalamide